C(C)OC1=NC=CC=C1CNC(CC)=O N-((2-ethoxypyridin-3-yl)methyl)propanamide